COC=1C=C(C=C2N(C3=CC=CC=C3C2=O)C(=O)OCC)C=CC1OCC(=O)N1CCOCC1 ethyl 2-(3-methoxy-4-(2-morpholino-2-Oxoethoxy)benzylidene)-3-oxoindoline-1-carboxylate